The molecule is a monomethoxyflavone that is the 4'-O-methyl derivative of kaempferol. It has a role as an antihypertensive agent and a metabolite. It is a trihydroxyflavone, a monomethoxyflavone and a 7-hydroxyflavonol. It derives from a kaempferol. It is a conjugate acid of a kaempferide(1-). COC1=CC=C(C=C1)C2=C(C(=O)C3=C(C=C(C=C3O2)O)O)O